4-Hydroxy-1-[2-{(2E)-2-[(3-methylphenyl)methylidene]hydrazinyl}-4-(morpholin-4-yl)-5,7-dihydro-6H-pyrrolo[3,4-d]pyrimidin-6-yl]but-2-yn-1-one OCC#CC(=O)N1CC=2N=C(N=C(C2C1)N1CCOCC1)N/N=C/C1=CC(=CC=C1)C